8-(1-ethyl-1H-pyrazol-4-yl)-2-fluoro-8-methyl-7,8-dihydro-6H-cyclopenta[e]pyrazolo[1,5-a]pyrimidine-6-carboxylic acid C(C)N1N=CC(=C1)C1(CC(C=2C=NC=3N(C21)N=C(C3)F)C(=O)O)C